FC1CC(N(C1)C(CN1C(NC2=C1C=CC=C2)=O)=O)C(=O)NC(C2=CC=CC=C2)C2=NC(=C(C=C2)C2(CC2)C)F 4-fluoro-N-{[6-fluoro-5-(1-methylcyclopropyl)pyridin-2-yl](phenyl)methyl}-1-[2-(2-oxo-2,3-dihydro-1H-1,3-benzodiazol-1-yl)acetyl]pyrrolidine-2-carboxamide